CN1N=CC=2C1=NC(=CC2N2CC1=CN=C(C=C1[C@H](C2)C)O[C@@H]2C[C@@H]1N(CCNC1)C2)C (4R)-2-(1,6-dimethylpyrazolo[3,4-b]pyridin-4-yl)-4-methyl-6-[[(7R,8aS)-1,2,3,4,6,7,8,8a-octahydropyrrolo[1,2-a]pyrazin-7-yl]oxy]-3,4-dihydro-1H-2,7-naphthyridine